CC1=C(C=NN1)C(=O)N 5-methyl-pyrazole-4-carboxamide